2-(2-phenylacetyl)hydrazinoacetic acid ethyl ester C(C)OC(CNNC(CC1=CC=CC=C1)=O)=O